COC1=CC(=C(C=C1NC1=NC=NC(=C1)N1OCC[C@@H]1C1=CC(=CC=C1)C(F)(F)F)NC(C=C)=O)N1CCN(CC1)C N-(4-methoxy-2-(4-methylpiperazine-1-yl)-5-((6-((R)-3-(3-(trifluoromethyl)phenyl)-isoxazolidine-2-yl)pyrimidine-4-yl)amino)phenyl)acrylamide